3,5,7-Trihydroxyflavanone OC1C(OC2=CC(=CC(=C2C1=O)O)O)C1=CC=CC=C1